1-[3-[6-(3,4-dimethoxy-phenyl)imidazo[1,2-b]pyridazin-3-yl]phenyl]ethanone COC=1C=C(C=CC1OC)C=1C=CC=2N(N1)C(=CN2)C=2C=C(C=CC2)C(C)=O